BrC1=CC=C(C=C1)N1CCN(CC1)CC1(CCC1)F 1-(4-bromophenyl)-4-[(1-fluorocyclobutyl)methyl]Piperazine